N-((3-chloropyrazin-2-yl)methyl)-1,1-dimethyl-3-oxooctahydroindolizine-6-carboxamide ClC=1C(=NC=CN1)CNC(=O)C1CN2C(CC(C2CC1)(C)C)=O